1-(1Z,11Z-octadecadienyl)-2-(13Z-docosenoyl)-sn-glycero-3-phosphocholine CCCCCCCC/C=C\CCCCCCCCCCCC(=O)O[C@H](CO/C=C\CCCCCCCC/C=C\CCCCCC)COP(=O)([O-])OCC[N+](C)(C)C